(R)-(3R)-3-{[3-(4-Fluorophenyl)-4-(6-phenylfuro[2,3-d]pyrimidin-4-yl)-1H-pyrazol-1-yl]methyl}-1λ6-thiane-1,1-dione FC1=CC=C(C=C1)C1=NN(C=C1C=1C2=C(N=CN1)OC(=C2)C2=CC=CC=C2)C[C@@H]2CS(CCC2)(=O)=O